6-methyl-1-(pyrrolidin-3-yl)-3-(4-(trifluoromethyl)phenyl)-1,6-dihydro-7H-pyrazolo[4,3-d]pyrimidin-7-one hydrochloride Cl.CN1C=NC2=C(C1=O)N(N=C2C2=CC=C(C=C2)C(F)(F)F)C2CNCC2